5-methyl-N2-(5-(4-methoxypiperazin-1-yl)pyridin-2-yl)-N4-(3-(trifluoromethyl)phenyl)pyrimidine-2,4-diamine CC=1C(=NC(=NC1)NC1=NC=C(C=C1)N1CCN(CC1)OC)NC1=CC(=CC=C1)C(F)(F)F